ClC=1C(=C(C=CC1F)N(C(=O)[C@H]1N(C(N(C1)C(=O)OC(C)(C)C)=O)C1=NC(=CC(=C1)C(F)(F)F)C)C)F tert-butyl (S)-4-((3-chloro-2,4-difluorophenyl) (methyl) carbamoyl)-3-(6-methyl-4-(trifluoromethyl) pyridin-2-yl)-2-oxoimidazolidine-1-carboxylate